tert-butyl 6-(benzo[d]thiazol-7-yl)-8-(5-(3,4-dichlorobenzyl)-1,3,4-oxadiazol-2-yl)-2,6-diazaspiro[3.4]octane-2-carboxylate S1C=NC2=C1C(=CC=C2)N2CC1(CN(C1)C(=O)OC(C)(C)C)C(C2)C=2OC(=NN2)CC2=CC(=C(C=C2)Cl)Cl